ClC1=CC=C(C=C1)NC(=O)N1CCC(CC1)N1C(NC2=C1C=CC=C2OC)=O N-(4-chlorophenyl)-4-(4-methoxy-2-oxo-2,3-dihydro-1H-1,3-benzodiazol-1-yl)piperidine-1-carboxamide